ClC1=C(C2=C(C(=N1)NCC1=CC=C(C=C1)C=1N(C=C(N1)C(F)(F)F)C)CCC2)C#N 3-chloro-1-((4-(1-methyl-4-(trifluoromethyl)-1H-imidazol-2-yl)benzyl)amino)-6,7-dihydro-5H-cyclopenta[c]pyridine-4-carbonitrile